C1(=CC=CC=C1)CS(=O)(=O)OC1=C(O[C@@](C1=O)([2H])C1=C(C=C(C=C1)Cl)F)N (S)-2-amino-5-(4-chloro-2-fluorophenyl)-4-oxo-4,5-dihydrofuran-3-yl-5-d phenylmethanesulfonate